COC=1C=NC2=C(C=C(C=C2C1)OC)B1OC(C(O1)(C)C)(C)C 3,6-dimethoxy-8-(4,4,5,5-tetramethyl-1,3,2-dioxaborolan-2-yl)quinoline